2,2'-methylenebis(4,6-di-t-butylphenyl) phosphate sodium [Na+].P1(=O)(OC2=C(C=C(C=C2C(C)(C)C)C(C)(C)C)CC2=C(C(=CC(=C2)C(C)(C)C)C(C)(C)C)O1)[O-]